NCC#CC1=CC=C(C=C1)C1=CC(=CC(=C1)N1N=NC(=C1)C1=CC=C(C=C1)C(F)(F)F)C(=O)O 4'-(3-Aminoprop-1-yn-1-yl)-5-(4-(4-(trifluoromethyl)phenyl)-1H-1,2,3-triazol-1-yl)-[1,1'-biphenyl]-3-carboxylic acid